6-methyl-pyridazin-4-amine CC1=CC(=CN=N1)N